C(C)S(=O)(=O)C1=CC=C(C=C1)CC(=O)NC1=CC=C(C=C1)C1=NC2=C(N1CCC(C)C)C=C(C=C2)C 2-(4-(Ethylsulfonyl)phenyl)-N-(4-(1-isopentyl-6-methyl-1H-benzo[d]imidazol-2-yl)phenyl)acetamide